BrC=1C=NN2N=C(C=CC21)C2=CC(=CC=C2)Cl 3-bromo-6-(3-chlorophenyl)pyrazolo[1,5-b]pyridazine